C1(CC1)N CYCLOPROPANAMINE